dimethyldecan-1-aminium bromide [Br-].CC(CCCCCCCCC)([NH3+])C